1-{3-[2-(dimethylamino)-2-oxoethyl]-4-phenoxyphenyl}-3-phenyl-1,3,5-triazine-2,4,6-trione CN(C(CC=1C=C(C=CC1OC1=CC=CC=C1)N1C(N(C(NC1=O)=O)C1=CC=CC=C1)=O)=O)C